FC1=C(SC=C1C(C)(C)O)S(=O)(N)=NC(NC1=C2C(=NC(=C1C)C(F)(F)F)CCC2)=O 3-Fluoro-4-(2-hydroxy-propan-2-yl)-N'-((3-methyl-2-(trifluoromethyl)-6,7-dihydro-5H-cyclopenta[b]pyridin-4-yl)carbamoyl)thiophene-2-sulfonimidamide